3-[[4-[(4-tert-Butylphenyl)methoxy]-6-(2,6-dimethylphenyl)pyrimidin-2-yl]sulfamoyl]-N-ethyl-benzamide C(C)(C)(C)C1=CC=C(C=C1)COC1=NC(=NC(=C1)C1=C(C=CC=C1C)C)NS(=O)(=O)C=1C=C(C(=O)NCC)C=CC1